C12COCC(CC1)C2N 3-oxabicyclo[3.2.1]octan-8-amine